5-(2-acetamidoimidazo[1,2-b]pyridazin-6-yl)-2-(trifluoromethyl)nicotinic acid, lithium salt [Li+].C(C)(=O)NC=1N=C2N(N=C(C=C2)C=2C=NC(=C(C(=O)[O-])C2)C(F)(F)F)C1